9-(1,3-dihydroxy-2-propoxymethyl)guanine OCC(CO)OCN1C=2N=C(NC(C2N=C1)=O)N